[N+](=O)([O-])C=1C=C(C=CC1)C=C1CN(CC(C1=O)C1=CC=NC=C1)C 3-(3-nitrophenylmethylene)-5-(4-pyridyl)-N-methyl-4-piperidone